6-(4-((1-(2-hydroxy-3-methoxypropyl)piperidin-4-yl)amino)-1-(2,2,2-trifluoroethyl)-1H-indol-2-yl)indolin-2-one OC(CN1CCC(CC1)NC1=C2C=C(N(C2=CC=C1)CC(F)(F)F)C1=CC=C2CC(NC2=C1)=O)COC